ClC1=CC=C(C=N1)NC1=NC=CC2=CC(=CC=C12)OC[C@@H]1OC(CC1)(C)C (R)-N-(6-chloropyridin-3-yl)-6-((5,5-dimethyltetrahydrofuran-2-yl)methoxy)isoquinolin-1-amine